1-(1-(4,4-difluorocyclohexane-1-carbonyl)-2,3-dihydro-1H-indol-5-yl)ethanone FC1(CCC(CC1)C(=O)N1CCC2=CC(=CC=C12)C(C)=O)F